C(#N)C(C)(C)N1N=CC(=C1)NC1=NC=C(C(=N1)NC=1C=C(C=CC1F)NC(C=C)=O)C=1COCC1 N-(3-((2-((1-(2-cyanoprop-2-yl)-1H-pyrazol-4-yl)amino)-5-(2,5-dihydrofuran-3-yl)pyrimidin-4-yl)amino)-4-fluorophenyl)acrylamide